BrC1=CC2=C(NC(C3N(C2=O)CCN(C3)C(COC3=CC=C(C=C3)N(S(=O)(=O)C)C)=O)=O)C=C1 N-(4-(2-(8-bromo-6,12-dioxo-3,4,6,11,12,12a-hexahydrobenzo[e]pyrazino[1,2-a][1,4]diazepin-2(1H)-yl)-2-oxoethoxy)phenyl)-N-methylmethanesulfonamide